(S)-7-bromo-2-methyl-6-((tetrahydrofuran-3-yl)oxy)quinazolin-4-ol BrC1=C(C=C2C(=NC(=NC2=C1)C)O)O[C@@H]1COCC1